COC1=C(C(=O)OC)C=C(C=C1)C1=NOC2C1CC(C2)C(C(F)(F)F)O methyl 2-methoxy-5-(5-(2,2,2-trifluoro-1-hydroxyethyl)-3a,5,6,6a-tetrahydro-4H-cyclopenta[d]isoxazol-3-yl)benzoate